(E)-4-oxo-4-phenylbut-2-en-2-yl N2-(((9H-fluoren-9-yl)methoxy)carbonyl)-N6-(tert-butoxycarbonyl)-L-lysinate C1=CC=CC=2C3=CC=CC=C3C(C12)COC(=O)N[C@@H](CCCCNC(=O)OC(C)(C)C)C(=O)O\C(\C)=C\C(C1=CC=CC=C1)=O